C(C)(C)(C)OC(=O)N1CCC(CC1)=C1C(=NN(C1=O)C1=CC=C(C=C1)C(=O)N1CCC(CC1)N(C)C)C1=CC=CC=C1 4-(1-(4-(4-(dimethylamino)piperidine-1-carbonyl)phenyl)-5-oxo-3-phenyl-1,5-dihydro-4H-pyrazol-4-ylidene)piperidine-1-carboxylic acid tert-butyl ester